ClC1=CC=C(C(=N1)C(=O)NS(=O)(=O)C)N[C@H](C)C=1C=C(C=C2C(N(C(=NC12)N1[C@@H]2CN([C@H](C1)C2)C2=NC=C(N=C2)C)C)=O)C 6-chloro-3-(((R)-1-(3,6-dimethyl-2-((1S,4S)-5-(5-methylpyrazin-2-yl)-2,5-diazabicyclo[2.2.1]heptan-2-yl)-4-oxo-3,4-dihydroquinazolin-8-yl)ethyl)amino)-N-(methylsulfonyl)picolinamide